5-(methylthio)-2-phenyl-3,4-dihydro-2H-pyrrole CSC=1CCC(N1)C1=CC=CC=C1